BrCC1=CC(=C(C=C1)F)OC 4-(bromomethyl)-1-fluoranyl-2-methoxy-benzene